1-(6-(trifluoromethyl)-1H-indol-4-yl)ethan-1-one FC(C1=CC(=C2C=CNC2=C1)C(C)=O)(F)F